C(C)SC=1C=C(C=NC1C1=NC2=C(N=NC(=C2)C(F)(F)F)N1C)OC(C(=O)N)(C)C 2-[[5-ethylsulfanyl-6-[7-methyl-3-(trifluoromethyl)imidazo[4,5-c]pyridazin-6-yl]-3-pyridinyl]oxy]-2-methyl-propionamide